BrC1=C(C=C(C=C1)N1CC2(CC2)CC1)F 5-(4-bromo-3-fluorophenyl)-5-azaspiro[2.4]heptane